FC(F)(F)[Se]C1=CNC2=CC=CC=C12 3-((trifluoromethyl)selanyl)-1H-indole